COC(=O)C=1C(N(C=C(C1)Br)C1=CC=C(C=C1)F)=O.FC1=CC=C(C=C1)N1C(C(=CC(=C1)C=C)C(=O)O)=O 1-(4-Fluorophenyl)-2-oxo-5-vinyl-1,2-dihydropyridine-3-carboxylic acid Methyl-5-bromo-1-(4-fluorophenyl)-2-oxo-1,2-dihydropyridine-3-carboxylate